1-(3-((5-Chloro-2-((3-methyl-1-(8-methyl-8-azabicyclo[3.2.1]octan-3-yl)-1H-pyrazol-4-yl)amino)pyrimidin-4-yl)amino)propyl)pyrrolidin-2-on ClC=1C(=NC(=NC1)NC=1C(=NN(C1)C1CC2CCC(C1)N2C)C)NCCCN2C(CCC2)=O